C(C)(C)(C)OC(=O)N1CCC(CC1)OS(=O)(=O)C1=CC=C(C)C=C1 4-(tosyloxy)piperidine-1-carboxylic acid tert-butyl ester